(S)-N'-((1,2,3,5,6,7-hexahydro-s-indacen-4-yl)carbamoyl)-5-methyl-4,5,6,7-tetrahydrothieno[3,2-c]pyridine-2-sulfonimidamide C1CCC2=C(C=3CCCC3C=C12)NC(=O)N=[S@@](=O)(N)C1=CC=2CN(CCC2S1)C